tert-butyl (2R,5S)-4-(2-(cyanomethyl)-3,4-dimethyl-5-oxo-4,5-dihydro-3H-imidazo[4,5-b]pyridin-7-yl)-2,5-dimethylpiperazine-1-carboxylate C(#N)CC1=NC2=C(N(C(C=C2N2C[C@H](N(C[C@@H]2C)C(=O)OC(C)(C)C)C)=O)C)N1C